Methyl (6-((2-fluoro-4-((((4R*,5S*)-2-methyl-2-azabicyclo[2.2.1]heptan-5-yl)oxy)methyl)benzyl)amino)isoquinolin-1-yl)carbamate FC1=C(CNC=2C=C3C=CN=C(C3=CC2)NC(OC)=O)C=CC(=C1)CO[C@@H]1[C@H]2CN(C(C1)C2)C |o1:26,27|